6-(3-cyclopropyl-2-oxoimidazolidin-1-yl)-4-{[3-methoxy-4-(2-methyl-2H-1,2,3-triazol-4-yl)pyridin-2-yl]amino}-N-(2H3)methylpyridazine-3-carboxamide C1(CC1)N1C(N(CC1)C1=CC(=C(N=N1)C(=O)NC([2H])([2H])[2H])NC1=NC=CC(=C1OC)C1=NN(N=C1)C)=O